C(C1=CC=CC=C1)N(C(=S)SSCCCCCCCCCCSSC(N(CC1=CC=CC=C1)CC1=CC=CC=C1)=S)CC1=CC=CC=C1 1,10-bis(dibenzylthiocarbamoyldithio)decane